FC1=C2C=CN(C2=C(C=C1)C(=O)NC1CC2(CCC2)C1)CC1=CC=C(C=C1)C=1C=NC(=CC1)C(NC)=O (Ra)-6-(4-Fluoro-1-(4-(6-(methylcarbamoyl)pyridin-3-yl)benzyl)-1H-indol-7-carboxamido)spiro[3.3]heptan